(2R)-2-{4-[6-Amino-5-(p-chlorophenyl)-4-pyrimidinyl]-1H-pyrazol-1-yl}-1-(dimethylamino)-2-phenylethane NC1=C(C(=NC=N1)C=1C=NN(C1)[C@@H](CN(C)C)C1=CC=CC=C1)C1=CC=C(C=C1)Cl